C(C)N1N=CC(=C1)C(=O)N 1-ethylpyrazole-4-carboxamide